(1R,2R)-1-(2-cyano-5-fluorophenyl)-1-(3,6-dimethylpyrazin-2-yl)propan C(#N)C1=C(C=C(C=C1)F)[C@@H](CC)C1=NC(=CN=C1C)C